6-((2-(2,3-dihydrobenzo[b][1,4]dioxin-6-yl)pyrrolidin-1-yl)methyl)quinoline O1C2=C(OCC1)C=C(C=C2)C2N(CCC2)CC=2C=C1C=CC=NC1=CC2